FC(C=1N=CN(C1CO)CC)F (4-(difluoromethyl)-1-ethyl-1H-imidazol-5-yl)methanol